(4-(tert-butyl)phenyl)-N-(2-(4-methylpiperazin-1-yl)ethyl)-5-(2-nitrophenyl)Azole-4-carboxamide C(C)(C)(C)C1=CC=C(C=C1)C=1NC(=C(C1)C(=O)NCCN1CCN(CC1)C)C1=C(C=CC=C1)[N+](=O)[O-]